6-(1-methylcyclopropoxy)-N4-(2-phenylpropyl)pyrimidine-4,5-diamine CC1(CC1)OC1=C(C(=NC=N1)NCC(C)C1=CC=CC=C1)N